4,4'-diamino-[1,1'-biphenyl]-3,3'-disulfonic acid NC1=C(C=C(C=C1)C1=CC(=C(C=C1)N)S(=O)(=O)O)S(=O)(=O)O